CC[C@H](C)/C=C/C1=CC2=C(C(=O)[C@@]3([C@H](C2=CO1)[C@@H](C(=O)O3)C(=O)/C(=C/C)/C)C)Cl The molecule is an azaphilone that is 9,9a-dihydro-6H-furo[2,3-h]isochromene-6,8(6aH)-dione substituted by a chloro group at position 5, a methyl group at position 6a, a 2-methylbut-2-enoyl group at position 9 and a 3-methylpent-1-en-1-yl group at position 3. It has been isolated from Chaetomium globosum. It has a role as a Chaetomium metabolite. It is a gamma-lactone, an azaphilone, an enone, an organic heterotricyclic compound and an organochlorine compound.